3-nitro-4-chloro-N,N-dimethylbenzamide [N+](=O)([O-])C=1C=C(C(=O)N(C)C)C=CC1Cl